C(=O)O.ClC=1C=C(C=CC1C(N(C1CCNCC1)C)=O)NC(=O)C=1N(C(=CN1)C=1C(=NN(C1)C1C(C1)(F)F)C(F)(F)F)C N-(3-chloro-4-(methyl(piperidin-4-yl)carbamoyl)phenyl)-5-(1-(2,2-difluorocyclopropyl)-3-(trifluoromethyl)-1H-pyrazol-4-yl)-1-methyl-1H-imidazole-2-carboxamide formate